CN1C(C2(OC3=C(C=C(C=C3)C)C23C(N(C2=CC=CC=C32)C)=O)C3=CC=CC=C13)=O 1,1'',5'-Trimethyldispiro[indoline-3,2'-benzofuran-3',3''-indoline]-2,2''-dione